(R)-N-methyl-5-(3-methyl-4-((8-methyl-6-oxo-7-(trifluoromethyl)-5,6-dihydro-1,5-naphthyridin-3-yl)methyl)piperazin-1-yl)picolinamide methyl-allonate COC(=O)[C@H](O)[C@H](O)[C@H](O)[C@H](O)CO.CNC(C1=NC=C(C=C1)N1C[C@H](N(CC1)CC=1C=NC=2C(=C(C(NC2C1)=O)C(F)(F)F)C)C)=O